(2-oxa-5-azabicyclo[4.1.0]hept-5-yl)(7-chloro-6-fluoro-1-(4-(morpholinylmethyl)phenyl)-5,5-dioxido-1,4-dihydrothiochromeno[4,3-c]pyrazol-3-yl)methanone C12OCCN(C2C1)C(=O)C=1C2=C(N(N1)C1=CC=C(C=C1)CN1CCOCC1)C=1C=CC(=C(C1S(C2)(=O)=O)F)Cl